FC1=CC=C(C=C1)C=1C=C2C(=NC=NC2=C(C1)OC)O 6-(4-Fluorophenyl)-8-methoxyquinazolin-4-ol